2',3'-dihydro-1'H-spiro[cyclopropan-1,4'-isoquinoline]-1'-carboxylate C1(NCC2(C3=CC=CC=C13)CC2)C(=O)[O-]